C(C1=CC=CC=C1)OC(=O)N1CCNC([C@@H](C1)NC1=NC=2C(=CC=CC2C=2N1N=C(N2)C=2C=NN(C2)C)C(=C)C(F)(F)F)=O (6R)-6-{[2-(1-methyl-1H-pyrazol-4-yl)-7-(3,3,3-trifluoroprop-1-en-2-yl)[1,2,4]triazolo[1,5-c]quinazolin-5-yl]amino}-5-oxo-1,4-diazepan-1-carboxylic acid benzyl ester